COC1=C(NCC#CC=2C=C(C3=C(C(=CS3)CC(F)(F)F)C2)C(=O)OC)C=CC(=C1)S(=O)(=O)C methyl 5-[3-(2-methoxy-4-methylsulfonyl-anilino)prop-1-ynyl]-3-(2,2,2-trifluoroethyl)benzothiophene-7-carboxylate